[(2RS,4RS)-1-(3-chloro-5-fluoropyridin-2-yl)-2-methylpiperidin-4-yl][5-chloro-1-methyl-6-(piperazine-1-sulfonyl)-1H-pyrrolo[2,3-b]pyridin-3-yl]methanone ClC=1C(=NC=C(C1)F)N1[C@@H](C[C@@H](CC1)C(=O)C1=CN(C2=NC(=C(C=C21)Cl)S(=O)(=O)N2CCNCC2)C)C |r|